ClC1=CC=C(C=C1)C1=N[C@H](C=2N(C3=C1C(=C(S3)C)C)C(=NN2)C)CC(=O)NC2=CC=C(C(=O)NO)C=C2 (S)-4-(2-(4-(4-chlorophenyl)-2,3,9-trimethyl-6H-thieno[3,2-f][1,2,4]triazolo[4,3-a][1,4]diazepin-6-yl)acetamido)-N-hydroxybenzamide